COC1=C(CN(C=2OC3=C(C=NC=C3N3CC4(CC4C(=O)N4[C@H](C5=C(C=C(C=C5CC4)Cl)Cl)C)CC3)N2)CC2=C(C=C(C=C2)OC)OC)C=CC(=C1)OC (5-(2-(bis(2,4-dimethoxybenzyl)amino)oxazolo[4,5-c]pyridin-7-yl)-5-azaspiro[2.4]heptan-1-yl)((S)-6,8-dichloro-1-methyl-3,4-dihydroisoquinolin-2(1H)-yl)methanone